C(CCCCCC)C(=CCCC)O heptylpentenol